3-((2-chloropyridin-4-yl)oxy)-6-iodo-2-methylpyridine ClC1=NC=CC(=C1)OC=1C(=NC(=CC1)I)C